C1(CCCCC1)[C@@H](C(=O)NC1=CC=C(C=C1)C=1C(=[N+](C=CC1C(F)(F)F)[O-])C)NC(=O)C1=CC=NN1C (S)-3-(4-(2-cyclohexyl-2-(1-methyl-1H-pyrazole-5-carboxamido)acetamido)phenyl)-2-methyl-4-(trifluoromethyl)pyridine 1-oxide